8-amino-7-fluoro-6-(1,3,5-trimethyl-1H-pyrazol-4-yl)isoquinolin NC=1C(=C(C=C2C=CN=CC12)C=1C(=NN(C1C)C)C)F